[V].[Mg].[Ca] calcium-magnesium vanadium